C(C)(C)(C)OC(=O)N1CCC(CC1)N1N=NC(=C1C)Br.O1C(C(=C(C(=C1C(=O)Cl)C(=O)Cl)C(=O)Cl)C(=O)Cl)=C1OC=CC=C1C(=O)Cl bipyroyl-tetracarbonyl chloride tert-butyl-4-(4-bromo-5-methyl-triazol-1-yl)piperidine-1-carboxylate